2-amino-3-methyl-N-(4-pentyn-1-yl)-N-((5-(trifluoromethyl)-2-pyridinyl)methyl)-6-quinolinecarboxamide NC1=NC2=CC=C(C=C2C=C1C)C(=O)N(CC1=NC=C(C=C1)C(F)(F)F)CCCC#C